2-fluoro-6-(trifluoromethyl)-3-vinylpyridine FC1=NC(=CC=C1C=C)C(F)(F)F